1-((4-((4-(1H-pyrazol-1-yl)benzyl)(3-methoxybenzyl)amino)pyridin-2-yl)methyl)piperazine N1(N=CC=C1)C1=CC=C(CN(C2=CC(=NC=C2)CN2CCNCC2)CC2=CC(=CC=C2)OC)C=C1